N-(4-piperidinyl)-4H-thieno[3,2-b]Pyrrole-2-carboxamide N1CCC(CC1)NC(=O)C1=CC=2NC=CC2S1